(pyrimidin-4-yl)piperidine N1=CN=C(C=C1)N1CCCCC1